(R)-6-(5'-chloro-3,5-dimethyl-[2,4'-bipyridin]-2'-yl)-5-methyl-5,6,7,8-tetrahydropyrido[4,3-d]pyrimidin-2-amine ClC=1C(=CC(=NC1)N1[C@@H](C2=C(N=C(N=C2)N)CC1)C)C1=NC=C(C=C1C)C